methyl 3-{[2-(cyclopropylamino)-1,3-thiazole-5-carbonyl] amino}-4-methylbenzoate C1(CC1)NC=1SC(=CN1)C(=O)NC=1C=C(C(=O)OC)C=CC1C